dinonyl-10H-phenoxazine C(CCCCCCCC)C1=C(C=2NC3=CC=CC=C3OC2C=C1)CCCCCCCCC